CS(=O)(=O)OC[C@@H]1CN([C@@H](O1)C(F)(F)F)C1=CC(=C(C=C1)C#N)C(F)(F)F |&1:6| ((2S,SR)-3-(4-cyano-3-(trifluoromethyl)phenyl)-2-(trifluoromethyl)oxazolidin-5-yl)methyl methanesulfonate